NC1=NC=2C=CC(=CC2C2=C1N(N=C2)C)C(=O)N2[C@@H](COC[C@@H]2C2=CC=C(C=C2)OC(F)(F)F)C (4-amino-3-methyl-3H-pyrazolo[3,4-c]quinolin-8-yl)((3R,5S)-3-methyl-5-(4-(trifluoromethoxy)phenyl)-4-morpholinyl)methanone